ClC1=NC=C(C(=C1)NC=1N=CC=2CCC3=C(C2C1F)NC1=C3C(NCC1)=O)Cl 2-((2,5-dichloropyridin-4-yl)amino)-1-fluoro-5,6,8,9,10,11-hexahydro-7H-pyrido[3',4':4,5]pyrrolo[2,3-f]isoquinolin-7-one